C1(CCCCC1)N=C=O cyclohexylisocyanate